(R)-N-(2-(2-((6-(pyrrolidin-3-ylamino)pyridin-3-yl)amino)quinazolin-8-yl)pyridin-4-yl)acrylamide N1C[C@@H](CC1)NC1=CC=C(C=N1)NC1=NC2=C(C=CC=C2C=N1)C1=NC=CC(=C1)NC(C=C)=O